FC1=CC=C(C=C1)C1=CC(=C(C=C1)C#N)C=1C=NN(C1)C 4'-fluoro-3-(1-methyl-1H-pyrazol-4-yl)-[1,1'-biphenyl]-4-carbonitrile